(E)-2-(4-fluorobenzylidene)-2,3-dihydropyrrolizin-1-one FC1=CC=C(\C=C/2\C(C3=CC=CN3C2)=O)C=C1